(2r,6s)-4-(5-(dimethylphosphoryl)pyrimidin-2-yl)-2,6-dimethylpiperazine-1-carboxylic acid 2-benzyl-2-azaspiro[3.3]hept-6-yl ester C(C1=CC=CC=C1)N1CC2(C1)CC(C2)OC(=O)N2[C@@H](CN(C[C@@H]2C)C2=NC=C(C=N2)P(=O)(C)C)C